(3S,6S)-6-(6-oxooctyl)-5,8,18,27,34-pentaazahexacyclo[25.2.2.1~7,10~.1~11,15~.1~14,18~.0~1,3~]tetratriaconta-7,9,11(33),12,14,16-hexaene-4,32-dione O=C(CCCCC[C@@H]1NC([C@H]2CC23CCN(CCCCCCCCN2C=CC4=C(C=CC(C5=CN=C1N5)=C4)C2=O)CC3)=O)CC